C(C)(C)C1=C(NC2=C1N=C(N=C2)C2CCN(CC2)C2COC2)C=2C(=C(C=1N(C2)N=CN1)C)C 6-(7-isopropyl-2-(1-(oxetan-3-yl)piperidin-4-yl)-5H-pyrrolo[3,2-d]pyrimidin-6-yl)-7,8-dimethyl-[1,2,4]triazolo[1,5-a]pyridine